3-(phenylsulfanyl)-5-propyl-[1,2,4]triazol C1(=CC=CC=C1)SC1=NNC(=N1)CCC